1-(2,6-dimethylphenyl)-1H-imidazole-4-carboxamide CC1=C(C(=CC=C1)C)N1C=NC(=C1)C(=O)N